ethyl 2-(8-bromo-6-cyclopropylimidazo[1,2-a]pyridin-2-yl)acetate BrC=1C=2N(C=C(C1)C1CC1)C=C(N2)CC(=O)OCC